4-(bromomethyl)-2-fluorobenzoic acid tert-butyl ester C(C)(C)(C)OC(C1=C(C=C(C=C1)CBr)F)=O